19-(tert-butoxy)-19-oxononadecanoic acid C(C)(C)(C)OC(CCCCCCCCCCCCCCCCCC(=O)O)=O